NC1=C(N=C(C(=N1)N1CCC2(CC1)[C@@H](C1=CC=CC=C1C2)N)F)SC2=C(C(=NC=C2)N)Cl (S)-1'-(6-amino-5-((2-amino-3-chloropyridine-4-yl)thio)-3-fluoropyrazin-2-yl)-1,3-dihydrospiro[indene-2,4'-piperidine]-1-amine